CO[C@@H]1CN(CC1)C[C@@H](C)O (R)-1-((S)-3-methoxypyrrolidin-1-yl)propan-2-ol